BrC=1C=C2C(=CC=NC2=CC1)C(=O)NCC(=O)N1[C@H]2C[C@H]2C[C@H]1C#N 6-bromo-N-(2-((1S,3S,5S)-3-cyano-2-azabicyclo[3.1.0]hex-2-yl)-2-oxoethyl)quinoline-4-carboxamide